3-chloro-5-isopropylphenyl-boronic acid ClC=1C=C(C=C(C1)C(C)C)B(O)O